C(C=CC=CCCCCCCCCCCCCC)(=O)O.[Mo] molybdenum octadecadienoic acid